4'-cyclopropyl-5,6'-dimethoxy-4-((4-(1-methyl-4-(trifluoromethyl)-1H-imidazol-2-yl)benzyl)oxy)-2,5'-bipyrimidine C1(CC1)C1=NC=NC(=C1C1=NC=C(C(=N1)OCC1=CC=C(C=C1)C=1N(C=C(N1)C(F)(F)F)C)OC)OC